9-(1-ethylhexoxy)-9-oxo-nonanoic acid C(C)C(CCCCC)OC(CCCCCCCC(=O)O)=O